BrC1=C(C=C(C=C1)CO)OCCC1=CC=C(C=C1)C=1C=CC=C2C=CN=CC12 (4-bromo-3-(4-(isoquinolin-8-yl)phenethoxy)phenyl)methanol